FC=1C(=CC2=C(C(N3[C@@H](CO2)C[C@@H](C3)OC3=NC=C2CCC(NC2=C3)=O)=O)C1OCC(C)C)C (2S,11aR)-7-Fluoro-6-isobutoxy-8-methyl-2-((2-oxo-1,2,3,4-tetrahydro-1,6-naphthyridin-7-yl)oxy)-2,3,11,11a-tetrahydro-1H,5H-benzo[f]pyrrolo[2,1-c][1,4]oxazepin-5-one